2-Methylbenzoyl Chloride CC1=C(C(=O)Cl)C=CC=C1